Methyl 1'-Acetyl-5-Methyl-2H-Spiro[1-Benzofuran-3,4'-Piperidine]-6-Carboxylate C(C)(=O)N1CCC2(CC1)COC1=C2C=C(C(=C1)C(=O)OC)C